C1(CC1)C1=NC=NC(=C1C=1N=CC2=C(N1)C(=NN2COCC[Si](C)(C)C)CC2=CC=C(C=C2)C=2N(C=C(N2)C(F)(F)F)C)OC([2H])([2H])[2H] 2-[[5-[4-cyclopropyl-6-(trideuteriomethoxy)pyrimidin-5-yl]-3-[[4-[1-methyl-4-(trifluoromethyl)imidazol-2-yl]phenyl]methyl]pyrazolo[4,3-d]pyrimidin-1-yl]methoxy]ethyl-trimethyl-silane